C(C)OC(\C=C\C=1OC=C(N1)C(=O)N1C2COC(C1)C2)=O.CO[Si](N(C)C)(OC)OC trimethoxy(dimethylamino)silane ethyl-(E)-3-(4-(2-oxa-5-azabicyclo[2.2.1]heptane-5-carbonyl)oxazol-2-yl)acrylate